(3R)-N-[2-fluoro-4-methyl-5-[5-(morpholin-4-yl)-6-(oxan-4-yloxy)pyridin-3-yl]phenyl]-3-(trifluoromethoxy)pyrrolidine-1-carboxamide FC1=C(C=C(C(=C1)C)C=1C=NC(=C(C1)N1CCOCC1)OC1CCOCC1)NC(=O)N1C[C@@H](CC1)OC(F)(F)F